CN1N=C2C=C(C=CC2=C1)B1OC(C(O1)(C)C)(C)C 2-methyl-6-(4,4,5,5-tetramethyl-1,3,2-dioxaborolan-2-yl)-2H-indazole